FC1=C(C[C@H](N)C(=O)O)C=CC=C1 2-Fluorophenylalanine